C(C)N(C(OCCNC)=O)CC 2-(methylamino)ethyl diethylcarbamate